1-[4-(3-chlorophenyl)piperidin-1-yl]-2-{3-[(2R,6S)-2,6-dimethylmorpholine-4-carbonyl]-5,6-dihydrocyclopenta[c]pyrazol-1(4H)-yl}ethan-1-one ClC=1C=C(C=CC1)C1CCN(CC1)C(CN1N=C(C2=C1CCC2)C(=O)N2C[C@H](O[C@H](C2)C)C)=O